C1(CCCC1)C1=CC(=CC2=C1N=C(S2)N2[C@@H]1C[C@H]([C@H](C2)C1)OCC1=C(N=NN1C1CC1)C1=C(C=CC=C1Cl)Cl)C(=O)O 4-cyclopentyl-2-[(1S,4S,5R)-5-[[1-cyclopropyl-4-(2,6-dichlorophenyl)-1H-1,2,3-triazol-5-yl]methoxy]-2-azabicyclo[2.2.1]heptan-2-yl]-1,3-benzothiazole-6-carboxylic acid